N-[(1S)-1-[[1-[(1S)-1-(3-chloro-6-oxo-1H-pyridazin-5-yl)ethyl]-3-fluoro-pyrazol-4-yl]carbamoyl]-2,2-dicyclopropyl-ethyl]-4-ethyl-1,2,5-oxadiazole-3-carboxamide ClC1=NNC(C(=C1)[C@H](C)N1N=C(C(=C1)NC(=O)[C@H](C(C1CC1)C1CC1)NC(=O)C1=NON=C1CC)F)=O